C(C(=O)C[C@@H](O)[C@H](O)[C@H](O)CO)(=O)[O-] 3-Desoxy-D-arabinoheptulosonate